COC=1C=C(C=CC1OC)[C@@H](C)NC(\C=C\C1=CNC2=NC=C(C=C21)C2=CC(=CC=C2)S(N)(=O)=O)=O (R,E)-N-(1-(3,4-dimethoxyphenyl)ethyl)-3-(5-(3-sulfamoylphenyl)-1H-pyrrolo[2,3-b]pyridin-3-yl)acrylamide